5-norbornenylmethyleugenol C12(C=CC(CC1)C2)CC2(CC=C(C(=C2)OC)O)CC=C